tert-butyl N-[3-(2-amino-6-chloro-3-pyridyl)prop-2-ynyl]-N-(cyclobutylmethyl)carbamate NC1=NC(=CC=C1C#CCN(C(OC(C)(C)C)=O)CC1CCC1)Cl